[N+](=O)([O-])C1=CC(=C(OCCN2CCCC2)C=C1)C(F)(F)F 1-(2-(4-nitro-2-(trifluoromethyl)phenoxy)ethyl)pyrrolidine